methyl (Z)-2-(2-(6-bromo-2-methylpyridin-3-yl)tetrahydro-4H-pyran-4-ylidene)acetate BrC1=CC=C(C(=N1)C)C1OCC/C(/C1)=C/C(=O)OC